(6-(2-chloro-5-fluorophenyl)-2-methyl-8-oxo-3-(3-oxocyclopent-1-en-1-yl)-2,6,7,8-tetrahydropyrrolo[3,4-g]indazol-5-yl)-3-fluoro-5-(trifluoromethyl)benzamide ClC1=C(C=C(C=C1)F)C1NC(C2=C1C(=CC1=C(N(N=C21)C)C2=CC(CC2)=O)C2=C(C(=O)N)C=C(C=C2F)C(F)(F)F)=O